ClC1=CC(=C(C(=N1)C(=O)NC1C(CC1)(C)C)O)O 6-chloro-N-(2,2-dimethylcyclobutyl)-3,4-dihydroxy-pyridine-2-carboxamide